C1(=CC=CC=C1)C1=C(C=CC=2C3=C(OC21)C(=CC=C3)N3C2=CC=CC=C2C=2C=CC=CC32)B3OC(C(O3)(C)C)(C)C 9-(6-phenyl-7-(4,4,5,5-tetramethyl-1,3,2-dioxaborolan-2-yl)dibenzo[b,d]furan-4-yl)-9H-carbazole